3-METHYLPENTANEDIAL CC(CC=O)CC=O